tert-butyl ((5-((3-methoxy-5-(1-methyl-1H-imidazol-4-yl)phenyl) sulfonyl)thiazol-2-yl)methyl)carbamate COC=1C=C(C=C(C1)C=1N=CN(C1)C)S(=O)(=O)C1=CN=C(S1)CNC(OC(C)(C)C)=O